N-{(S)-1-carbonyl-1-{{(S)-1-carbonyl-3-[(S)-2-carbonylpyrrolidin-3-yl]propan-2-yl}amino}-3-phenylpropan-2-yl}indole-2-carboxamide C(=O)=C([C@H](CC1=CC=CC=C1)NC(=O)C=1NC2=CC=CC=C2C1)N[C@H](C=C=O)C[C@H]1C(NCC1)=C=O